ClC1=CC=C(C=C1)C(C(=O)N1CCN(CC1)C=1C2=C(N=CN1)[C@@H](C[C@H]2C)O)CN2CC(CC2)(F)F 2-(4-chlorophenyl)-3-(3,3-difluoropyrrolidin-1-yl)-1-(4-((5R,7R)-7-hydroxy-5-methyl-6,7-dihydro-5H-cyclopenta[d]pyrimidin-4-yl)piperazin-1-yl)propan-1-one